ClC=1C=C(C=CC1)[C@@H](CNC)NC(=O)C=1N=CN(C1)C1=NC(=NC=C1C)NC1CCOCC1 (S)-N-(1-(3-chlorophenyl)-2-(methylamino)eth-yl)-1-(5-methyl-2-((tetrahydro-2H-pyran-4-yl)amino)-pyrimidin-4-yl)-1H-imidazole-4-carboxamide